4-(N-methoxy-N-methyl-carbamoyl)-benzoic acid CON(C(=O)C1=CC=C(C(=O)O)C=C1)C